methyl (S)-2-((tert-butoxycarbonyl) amino)-3-cyclobutylpropionate C(C)(C)(C)OC(=O)N[C@H](C(=O)OC)CC1CCC1